C[S+](C(C)C1=CC=C(C=C1)C)C dimethyl[1-(4-methylphenyl)ethyl]sulfonium